N1,N1-dimethyl-N3-(6-methyl-7-(pyrazolo[1,5-a]pyrimidin-3-ylethynyl)benzo[d]isoxazol-3-yl)benzene-1,3-diamine CN(C1=CC(=CC=C1)NC1=NOC2=C1C=CC(=C2C#CC=2C=NN1C2N=CC=C1)C)C